4-{[4-({(1R)-1-[3-(difluoromethyl)-2-fluorophenyl]ethyl}amino)-2-methylpyrido[3,4-d]pyrimidin-6-yl]amino}-1-methylcyclohexan-1-ol FC(C=1C(=C(C=CC1)[C@@H](C)NC=1C2=C(N=C(N1)C)C=NC(=C2)NC2CCC(CC2)(O)C)F)F